2-(1-hydroxyethyl)naphtho[2,3-b]Furan-4,9-dione OC(C)C1=CC2=C(O1)C(C1=CC=CC=C1C2=O)=O